COC=1C=C(C=CC1OC)S(=O)(=O)NC(COC1=CC2=CC(=CC=C2C=C1)OC)=O N-((3,4-dimethoxyphenyl)sulfonyl)-2-((7-methoxynaphthalen-2-yl)oxy)acetamide